C(C=C)C=1C(=C(CN2CCN(CC2)C=2C=CC3=C(C=C(O3)C(=O)O)C2C)C=CC1)O 5-[4-(3-allyl-2-hydroxy-benzyl)-piperazin-1-yl]-4-methyl-benzofuran-2-carboxylic acid